3,5-dichloro-2,4,6-trifluoropyridine ClC=1C(=NC(=C(C1F)Cl)F)F